C(C)N1C=NC2=C1N=NC=C2C=2C=CC(=C(C2)C=2C=C1C(=NC2OC)C(N(C1)C)=O)F 3-(5-(7-Ethyl-7H-imidazo[4,5-c]pyridazin-4-yl)-2-fluorophenyl)-2-methoxy-6-methyl-5,6-dihydro-7H-pyrrolo[3,4-b]pyridin-7-one